2-(benzoylaminomethyl)-3-hydroxypropionic acid ethyl ester C(C)OC(C(CO)CNC(C1=CC=CC=C1)=O)=O